docosahexenoyl-sn-glycerol C(C=CC=CC=CC=CC=CC=CCCCCCCCCC)(=O)C(O)[C@@H](O)CO